2,6,8-trichloropurine ClC1=NC(=C2NC(=NC2=N1)Cl)Cl